FC1=C(C=CC=C1)C(C)(O)CCC[C@@H](C)[C@H]1CC[C@H]2[C@@H]3CC[C@H]4[C@H]([C@H](CC[C@]4(C)[C@H]3CC[C@]12C)O)O 24-[1-(2-fluorophenyl)-1-hydroxyethyl]-5α-cholan-3β,4β-diol